1-(9Z,12Z-octadecadienoyl)-2-(9Z-tetradecenoyl)-glycero-3-phosphoserine CCCCC/C=C\C/C=C\CCCCCCCC(=O)OC[C@H](COP(=O)(O)OC[C@@H](C(=O)O)N)OC(=O)CCCCCCC/C=C\CCCC